C(OCC#N)(OCCO[Si](OC)(OC)OC)=O cyanomethyl (2-((trimethoxysilyl)oxy)ethyl) carbonate